CC1=C(C(NC(N1)=S)C1=CC=C(C=C1)C)C(=O)OC(C)C isopropyl 6-methyl-2-thioxo-4-(p-tolyl)-1,2,3,4-tetrahydropyrimidine-5-carboxylate